ClC1=CNC=2N=C(C=C(C21)NC(C)C)NC2=C(C=C(C=C2)S(=O)(=O)C)OC 3-chloro-N4-isopropyl-N6-(2-methoxy-4-(methylsulfonyl)phenyl)-1H-pyrrolo[2,3-b]pyridine-4,6-diamine